2-(4-{[(3R)-1-methylpiperidin-3-yl]amino}pyrido[3,4-d]pyridazin-1-yl)-5-(trifluoromethyl)benzamide CN1C[C@@H](CCC1)NC=1N=NC(=C2C1C=NC=C2)C2=C(C(=O)N)C=C(C=C2)C(F)(F)F